5-(benzyloxy)-2-methyl-N-(1-methyl-5-oxopyrrolidin-3-yl)benzofuran-3-carboxamide C(C1=CC=CC=C1)OC=1C=CC2=C(C(=C(O2)C)C(=O)NC2CN(C(C2)=O)C)C1